COC=1C=C(CN2N=CC(=C2)NC2=NC(=NC=C2)C2=CC=C(C=C2)N2C(NCC2)=O)C=CC1 1-(4-(4-((1-(3-methoxybenzyl)-1H-pyrazol-4-yl)amino)pyrimidin-2-yl)phenyl)imidazolidin-2-one